(ethylmethyl)hafnium C(C)C[Hf]